6-methoxy-2-(pyridin-4-yl)-3,4-dihydroisoquinolin-1(2H)-one COC=1C=C2CCN(C(C2=CC1)=O)C1=CC=NC=C1